2-[2-[[5-(8-chloroquinazolin-2-yl)-2-pyridinyl]oxy]ethoxy]acetic acid ClC=1C=CC=C2C=NC(=NC12)C=1C=CC(=NC1)OCCOCC(=O)O